C(C)N(C1=CC=C(C=C2CC(CC2)=CC2=CC=C(C=C2)N(CC)CC)C=C1)CC 2,5-bis(4'-diethylaminobenzylidene)cyclopentane